FC(CF)C1=CC=CC(=N1)NC(OC(C)(C)C)=O tert-Butyl (6-(1,2-difluoroethyl)pyridin-2-yl)carbamate